C(C)N(CC=1C=C(C2=C(N=C(O2)C=2C=C(C=CC2)C2=C(C=C(C=C2)F)C2=NN=CN2C)C1)C(F)(F)F)CC1(CCCC1)C#N 1-((Ethyl((2-(4'-fluoro-2'-(4-methyl-4H-1,2,4-triazol-3-yl)-[1,1'-biphenyl]-3-yl)-7-(trifluoromethyl)benzo[d]oxazol-5-yl)methyl)amino)methyl)cyclopentane-1-carbonitrile